[6-[4-(chloromethyl)phenyl]-2-methoxy-3-pyridinyl]-5-methyl-3-phenyl-isoxazole-4-carboxamide ClCC1=CC=C(C=C1)C1=CC=C(C(=N1)OC)NC(=O)C=1C(=NOC1C)C1=CC=CC=C1